FC(N1N=CC(=C1)C1=NN=C(O1)C(=O)N1[C@@H](C2=C(CC1)NC=N2)C2=NN1C(C=CC=C1C(F)(F)F)=C2)(F)F (S)-(5-(1-(trifluoromethyl)-1H-pyrazol-4-yl)-1,3,4-oxadiazol-2-yl)(4-(7-(trifluoromethyl)pyrazolo[1,5-a]pyridin-2-yl)-6,7-dihydro-1H-imidazo[4,5-c]pyridin-5(4H)-yl)methanone